ClC=1C=NC(=C(C(=O)NC2CCC(CC2)CN2C(N(C3=C2C=CC=C3)C=3C=NC(=C(C3)OC)OC)=O)C1)C 5-chloro-N-((1r,4r)-4-((3-(5,6-dimethoxypyridin-3-yl)-2-oxo-2,3-dihydro-1H-benzo[d]imidazol-1-yl)methyl)cyclohexyl)-2-methylnicotinamide